2-(3,4-dichlorophenyl)-5-chloro-8-methyl-[1,2,4]triazolo[1,5-c]pyrimidine ClC=1C=C(C=CC1Cl)C1=NN2C(=NC=C(C2=N1)C)Cl